((5-(2,6-dioxopiperidin-3-yl)-6-oxo-5,6-dihydro-4H-thieno[2,3-c]pyrrol-2-yl)methyl)-2-oxo-4-phenylbutanamide O=C1NC(CCC1N1C(C2=C(C1)C=C(S2)CC(C(C(=O)N)=O)CC2=CC=CC=C2)=O)=O